C(C)C1CN(CCN1C(NC=1C=C2CCC(NC2=C(C1)C)=O)=O)C(=O)OC(C)(C)C tert-butyl 3-ethyl-4-[(8-methyl-2-oxo-3,4-dihydro-1H-quinolin-6-yl)carbamoyl]piperazine-1-carboxylate